CON=C1CN[C@@H](CCC1)CO[Si](C1=CC=CC=C1)(C1=CC=CC=C1)C(C)(C)C (S)-7-(((tert-Butyldiphenylsilyl)oxy)methyl)azepan-3-one O-methyl oxime